ClC1=NC(=NC(=C1)OC1=C(C=CC=C1)Cl)C1=CC=CC=C1 4-chloro-6-(2-chlorophenoxy)-2-phenylpyrimidine